[C@@H]1([C@H](O)[C@@H](O)[C@H](O)[C@H](O1)CO)OC1=NC(=CC(=C1CC1=CC=C(C=C1)CCO)C)C 2-(β-D-glucopyranosyloxy)-3-{4-(2-hydroxyethyl)benzyl}-4,6-lutidine